2-bromo-1,4-dimethyl-benzene tin cyclohexanebutyrate C1(CCCCC1)CCCC(=O)[O-].[Sn+4].BrC1=C(C=CC(=C1)C)C.C1(CCCCC1)CCCC(=O)[O-].C1(CCCCC1)CCCC(=O)[O-].C1(CCCCC1)CCCC(=O)[O-]